FC1=C2C(NC(=NC2=CC(=C1)OCC1CCOCC1)CS[C@@H]1CC[C@H](CC1)OC(F)(F)F)=O 5-Fluoro-7-((tetrahydro-2H-pyran-4-yl)methoxy)-2-((((trans)-4-(trifluoromethoxy)cyclohexyl)thio)methyl)quinazolin-4(3H)-one